C(#N)C1=CC=2N(N=C1)C(=CC2)C2=CC(=C(C=N2)C2=NN=C(S2)N2CC([C@@H](CC2)NC(C)=O)(F)F)NC2(COC2)C (R)-N-(1-(5-(6-(3-cyanopyrrolo[1,2-b]pyridazin-7-yl)-4-((3-methyloxetan-3-yl)amino)pyridin-3-yl)-1,3,4-thiadiazol-2-yl)-3,3-difluoropiperidin-4-yl)acetamide